CC=1C=CC=C2C=CN(C12)C1=CC(=CC=C1)CN1CCN(CC1)C 7-methyl-N-(3-((4-methylpiperazin-1-yl)methyl)phenyl)-1H-indole